2-(3-chlorophenyl)-1-phenylethyl ((S)-3-cyclohexyl-1-(((S)-1-hydroxy-3-((S)-2-oxopyrrolidin-3-yl)propan-2-yl)amino)-1-oxopropan-2-yl)carbamate C1(CCCCC1)C[C@@H](C(=O)N[C@H](CO)C[C@H]1C(NCC1)=O)NC(OC(CC1=CC(=CC=C1)Cl)C1=CC=CC=C1)=O